4-(6-(hydroxymethyl)quinolin-2-yl)cyclohexan-1-ol OCC=1C=C2C=CC(=NC2=CC1)C1CCC(CC1)O